(Z)-1-(3-(3-(2,4-Difluorophenyl)-4-oxo-3,4-dihydrophthalazin-1-yl)phenyl)-N-isopropyl-methanimine oxide FC1=C(C=CC(=C1)F)N1N=C(C2=CC=CC=C2C1=O)C=1C=C(C=CC1)\C=[N+](\C(C)C)/[O-]